Lithium Imidazolate [N-]1C=NC=C1.[Li+]